C(C#C)C1=CC=C(OP2(=NP(=NP(=N2)(F)F)(F)F)F)C=C1 (4-propargylphenoxy)pentafluoro-cyclotriphosphazene